CN1CCN(CC1)C=1C=C(CN2C(NC3=C2C=CC=C3)=O)C=CC1 1-(3-(4-methylpiperazin-1-yl)benzyl)-1,3-dihydro-2H-benzo[d]imidazol-2-one